CC1=CC=C(N=N1)NC(=O)[C@@H]1CC12CCN(CC2)C(=O)OC(C(F)(F)F)C(F)(F)F |r| 1,1,1,3,3,3-Hexafluoropropan-2-yl (±)-1-((6-methylpyridazin-3-yl)carbamoyl)-6-azaspiro[2.5]octan-6-carboxylat